ClC1=CC(=C2C(=N1)N(C=C2C2=CC=NC=C2)COCC[Si](C)(C)C)OCCC 6-chloro-4-propoxy-3-(pyridin-4-yl)-1-((2-(trimethylsilyl)ethoxy)methyl)-1H-pyrrolo[2,3-b]pyridine